methyl 7-bromothieno[2,3-c]pyridine-2-carboxylate BrC=1N=CC=C2C1SC(=C2)C(=O)OC